2-perylenepropionic acid C1=C(C=C2C=CC=C3C4=CC=CC5=CC=CC(C1=C23)=C45)CCC(=O)O